OCCC12CC(C1)(C2)NC(OC(C)(C)C)=O tert-butyl (3-(2-hydroxyethyl)bicyclo[1.1.1]pentan-1-yl)carbamate